C1(=CC=CC=C1)S(=O)(=O)N1\C(\C=CC2=CC=CC=C12)=N\O (NE)-N-[1-(benzenesulfonyl)quinolin-2-ylidene]hydroxylamine